ClC1=C(C=CC(=C1)Cl)C1CC(C=2C(C3=CC=CC=C3NC2C1)=O)=O 3-(2,4-dichlorophenyl)-3,4-dihydroacridine-1,9(2H,10H)-dione